ClC1=CC=C2C(=CNC2=C1C)\C=C\1/NC(N(C1=O)C(C(=O)O)C1=CC=C(C=C1)C#N)=O [(4Z)-4-[(6-chloro-7-methyl-1H-indol-3-yl)methylene]-2,5-dioxoimidazolidin-1-yl](4-cyanophenyl)acetic acid